5-(3-(1-cyclobutyl-1H-pyrazol-4-yl)phenyl)-1H-pyrazine-3-carboxylic acid C1(CCC1)N1N=CC(=C1)C=1C=C(C=CC1)C=1N=C(CNC1)C(=O)O